3-(2H-benzotriazol-2-yl)-5-(1,1-dimethylethyl)-4-hydroxy-benzoic acid octyl ester C(CCCCCCC)OC(C1=CC(=C(C(=C1)C(C)(C)C)O)N1N=C2C(=N1)C=CC=C2)=O